C1(CCCCC1)OC1=CC=C(C=C)C=C1 p-cyclohexyloxystyrene